CC(CCCCCCCCC[Na])(N)C dimethyl-aminodecyl-sodium